N-(2-chloro-6-methoxybenzyl)-2-oxo-2-(2-(thiazol-2-ylamino)-5,6-dihydro-1,7-naphthyridin-7(8H)-yl)acetamide ClC1=C(CNC(C(N2CCC=3C=CC(=NC3C2)NC=2SC=CN2)=O)=O)C(=CC=C1)OC